N-Nitrosomorpholin N(=O)N1CCOCC1